(12R,16R)-13-ethyl-12-methyl-16-(3,3,3-trifluoropropyl)-12,13,16,17,18,19,20,21-octahydro-6,23-(azeno)-11,7-(metheno)imidazo[2,1-c][1,4,8,10,13,15]oxapentaazacyclohenicosin-14(15H)-one C(C)N1[C@@H](C=2N=CN=C(C3=CN4C(C(OCCCCC[C@@H](NC1=O)CCC(F)(F)F)=N3)=NC=C4)C2)C